BrC1=CC2=C(SCC2(C)C)C=C1 5-bromo-3,3-dimethyl-2,3-dihydrobenzo[b]thiophene